C(C)O[Si](CCS)(OCC)OCC 2-(triethoxysilyl)-1-ethanethiol